C1(CCCC1)NC1=NN2C(N(C(=CC2=O)C(=O)NC(C)C)CC(=O)NC2=NC=C(C=C2)F)=C1 2-(cyclopentylamino)-4-(2-((5-fluoropyridin-2-yl)amino)-2-oxoethyl)-N-isopropyl-7-oxo-4,7-dihydropyrazolo[1,5-a]pyrimidine-5-carboxamide